OC=1C=C(/C=C/C(=O)OCC)C=CC1 ethyl Trans-3-Hydroxycinnamate